N-(1-cyclopropyl-2-oxo-1,2-dihydropyridin-3-yl)-2-((1S,4R)-1-(fluoromethyl)-2-oxabicyclo[2.2.1]hept-4-yl)-7-isopropoxyimidazo[1,2-a]pyrimidine-6-carboxamide C1(CC1)N1C(C(=CC=C1)NC(=O)C=1C(=NC=2N(C1)C=C(N2)[C@@]21CO[C@@](CC2)(C1)CF)OC(C)C)=O